4-[(3S)-2-oxopiperidin-3-yl]butyl 4,6-dimethylpyridine-3-carboxylate CC1=C(C=NC(=C1)C)C(=O)OCCCC[C@@H]1C(NCCC1)=O